3-[3-chloro-4-[4-(4-methoxyphenyl)-1-piperidyl]phenyl]piperidine ClC=1C=C(C=CC1N1CCC(CC1)C1=CC=C(C=C1)OC)C1CNCCC1